C(C)OC(=O)C1=CC(NC2=CC=CC=C12)=O 4-ethoxycarbonyl-quinolone